OC[C@H]1N(CCN(C1)C1=NC=CN=C1NC1=CC=C(C=C1)C(F)(F)F)C(C=C)=O (S)-1-(2-(hydroxymethyl)-4-(3-((4-(trifluoromethyl)phenyl)amino)pyrazin-2-yl)piperazin-1-yl)prop-2-en-1-one